FC(OC1=CC=C(C=C1)C(=O)N1CCC(CC1)C1=C2C(=NC=C1)NC(=N2)[C@@H]2CC[C@H](CC2)OC)(F)F (trans)-[4-(trifluoromethoxy)phenyl]-[4-[2-(4-methoxycyclohexyl)-3H-imidazo[4,5-b]pyridin-7-yl]-1-piperidyl]methanone